3β-(thiazol-4-yloxy)-17-(1H-benzimidazol-1-yl)androsta-5,16-diene S1C=NC(=C1)O[C@@H]1CC2=CC[C@H]3[C@@H]4CC=C([C@@]4(C)CC[C@@H]3[C@]2(CC1)C)N1C=NC2=C1C=CC=C2